[C@@H]12N(C[C@@H](NC1)C2)C=2C=CC=1N=CN=C(C1N2)NC2=C(C=C(C(=C2)F)OC(F)F)F 6-((1S,4S)-2,5-diazabicyclo[2.2.1]heptan-2-yl)-N-(4-(difluoromethoxy)-2,5-difluorophenyl)pyrido[3,2-d]pyrimidin-4-amine